O1C=CC2=C1CCCC2=O 6,7-dihydrobenzofuran-4-one